(R)-5-ethynyl-6-fluoro-4-(8-fluoro-2-((1-methylpyrrolidin-2-yl)methoxy)-4-(1,4-oxazepan-4-yl)pyrido[4,3-d]pyrimidin-7-yl)naphthalen-2-ol C(#C)C1=C2C(=CC(=CC2=CC=C1F)O)C1=C(C=2N=C(N=C(C2C=N1)N1CCOCCC1)OC[C@@H]1N(CCC1)C)F